C(C)(C)(C)OC(=O)N1C[C@@H]([C@@H](C1)OCCC(=O)O)OCCC(=O)O 3,3'-(((3S,4R)-1-(tert-butoxycarbonyl)pyrrolidine-3,4-diyl)bis(oxy))dipropionic acid